2-(((1r,4r)-4-((3-(3-chlorophenyl)-3-phenylureido)methyl)cyclohexyl)methoxy)acetic acid ClC=1C=C(C=CC1)N(C(NCC1CCC(CC1)COCC(=O)O)=O)C1=CC=CC=C1